C(C)(C)(C)OC(=O)N1[C@H](COC[C@H]1C)C(=O)O (3R,5R)-4-tert-butoxycarbonyl-5-methyl-morpholine-3-carboxylic acid